ClC1=CC(=C2C(=N1)N=C(O2)N[C@H]2CN(CCC2)C)C(C)(C)O (R)-2-(5-chloro-2-((1-methylpiperidin-3-yl)amino)oxazolo[4,5-b]pyridin-7-yl)propan-2-ol